CNS(=O)(=O)N1N=C(N=C1C)S(=O)(=O)N dimethyl-1H-1,2,4-triazole-1,3-disulfonamide